tert-butyl ((exo-3-(1-(4-(2-oxo-4-(4-(2,2,2-trifluoroacetyl)piperazine-1-carboxamido)pyrimidin-1(2H)-yl)phenyl)propan-2-yl)-3-azabicyclo[3.1.0]hexan-6-yl)methyl)carbamate O=C1N(C=CC(=N1)NC(=O)N1CCN(CC1)C(C(F)(F)F)=O)C1=CC=C(C=C1)CC(C)N1CC2C(C2C1)CNC(OC(C)(C)C)=O